BrC1=C(C=CC(=N1)CO)F (6-bromo-5-fluoropyridin-2-yl)methanol